C1(CC1)C#C[C@@H](O)[C@H]1O[C@H]([C@@H]([C@@H]1O)O)N1C=2NC=NC(C2N=C1)=NN (2R,3S,4R,5R)-2-((R)-3-cyclopropyl-1-hydroxyprop-2-yn-1-yl)-5-(6-hydrazineylidene-3,6-dihydro-9H-purin-9-yl)tetrahydrofuran-3,4-diol